4-[([4-[1-methyl-4-(trifluoromethyl)-1H-imidazol-2-yl]phenyl]methyl)amino]-2-[2-(propan-2-yl)phenyl]pyrimidin-5-ol CN1C(=NC(=C1)C(F)(F)F)C1=CC=C(C=C1)CNC1=NC(=NC=C1O)C1=C(C=CC=C1)C(C)C